CC1=NC=CC(=C1)C1=C(N=C(C2=CC3=C(C=C12)C=NN3C3OCCCC3)C3C(C(C3)C(=O)O)=O)C3CCOCC3 3-[5-(2-methyl-4-pyridyl)-1-tetrahydropyran-2-yl-6-tetrahydropyran-4-yl-pyrazolo[4,3-g]Isoquinolin-8-yl]Oxocyclobutanecarboxylic acid